tert-butyl 5-(7-methyl-[1,2,4]triazolo[1,5-a]pyridin-6-yl)-2-(1,4-dioxaspiro[4.5]decan-8-yl)-4H-pyrrolo[3,2-d]thiazole-4-carboxylate CC1=CC=2N(C=C1C1=CC=3N=C(SC3N1C(=O)OC(C)(C)C)C1CCC3(OCCO3)CC1)N=CN2